tert-Butyl (3R,4S,5S)-4-((S)-2-((((9H-fluoren-9-yl)methoxy)carbonyl)amino)-N,3,3-trimethylbutanamido)-3-methoxy-5-methylheptanoate C1=CC=CC=2C3=CC=CC=C3C(C12)COC(=O)N[C@H](C(=O)N(C)[C@H]([C@@H](CC(=O)OC(C)(C)C)OC)[C@H](CC)C)C(C)(C)C